2-(3,4-Dimethoxyphenyl)-7-(1,2,3,6-tetrahydropyridin-4-yl)-4H-pyrido[1,2-a]pyrimidin-4-one COC=1C=C(C=CC1OC)C=1N=C2N(C(C1)=O)C=C(C=C2)C=2CCNCC2